FC=1C=C(CN2C(C(C3=CC=C(C=C23)C(=O)NC2=NC3=C(N2)C=CC(=C3)F)(C)C)=O)C=C(C1)F 1-(3,5-difluorobenzyl)-N-(5-fluoro-1H-benzo[d]imidazol-2-yl)-3,3-dimethyl-2-oxoindoline-6-carboxamide